3-chloro-9,9-dimethyl-2-phenyl-9H-indeno[1,2-B]Pyrazine ClC1=C(N=C2C(=N1)C=1C=CC=CC1C2(C)C)C2=CC=CC=C2